FC1=C(SC(=C1)C(C)(C)O)S(=O)(N)=NC(NC1=C2C(=NC3=C1CCC3)CCC2)=O 3-fluoro-N'-((1,2,3,5,6,7-hexahydrodicyclopenta[b,e]pyridin-8-yl)carbamoyl)-5-(2-hydroxypropan-2-yl)thiophene-2-sulfonimidamide